N-[2-(3,5-Dichlorophenoxy)-1-methylethyl]-6-(2-naphthyl)-4-oxo-3-(trifluoromethyl)-5H-pyrazolo-[1,5-a]pyrazine-2-carboxamide ClC=1C=C(OCC(C)NC(=O)C2=NN3C(C(NC(=C3)C3=CC4=CC=CC=C4C=C3)=O)=C2C(F)(F)F)C=C(C1)Cl